C1(=CC=CC=C1)NC1=NC=CC(=N1)NC1=CC=CC=C1 N2-(phenyl)-N4-(phenyl)pyrimidine-2,4-diamine